ClC=1C(C2=C(NC(=N2)C2=CC(=CC=C2)C(F)(F)F)C(C1Cl)=O)=O 5,6-dichloro-2-(3-(trifluoromethyl)phenyl)-1H-benzo[d]imidazole-4,7-dione